BrC=1C=CC(=NC1C)N1CCN(CC1)C 1-(5-bromo-6-methyl-2-pyridyl)-4-methyl-piperazine